4-nitrophenyl hex-5-yn-1-ylcarbamate C(CCCC#C)NC(OC1=CC=C(C=C1)[N+](=O)[O-])=O